2-((3-chloro-4-fluorophenyl)carbamoyl)-10-methyl-11-oxo-2,3,4,7,8,9,10,11-octahydro-1H-pyrido[4',3':3,4]Pyrazolo[1,5-a][1,4]Diazepine-8-carboxylic acid ethyl ester C(C)OC(=O)C1CN(C(C=2N(C1)N=C1C2CN(CC1)C(NC1=CC(=C(C=C1)F)Cl)=O)=O)C